ClC=1C=C(C=CC1OC)C1(NC=CC=2C(=C(C=CC12)C)N)N 1-(3-chloro-4-methoxyphenyl)-6-methylisoquinoline-1,5-diamine